methyl 5-{[(1E)-{[(tert-butoxy)carbonyl]amino}({[(tert-butoxy) carbonyl]imino})methyl]amino}thiophene-2-carboxylate C(C)(C)(C)OC(=O)N\C(=N/C(=O)OC(C)(C)C)\NC1=CC=C(S1)C(=O)OC